[Si](C)(C)(C(C)(C)C)OC1CC(C1)COC1=NN=C(S1)NC(=O)C=1C=NC(=CC1C1=CC(=NC=C1OC)C)C N-(5-(((1r,3r)-3-((tert-butyldimethylsilyl)oxy)cyclobutyl)methoxy)-1,3,4-thiadiazol-2-yl)-5'-methoxy-2',6-dimethyl-[4,4'-bipyridine]-3-carboxamide